C(CC)(=O)OCOC(CC)=O Methylene dipropionate